N-(2-((2,6-dimethoxy-4-((8-phenylquinazolin-4-yl)oxy)benzyl)amino)ethyl)ethanolamine COC1=C(CNCCNCCO)C(=CC(=C1)OC1=NC=NC2=C(C=CC=C12)C1=CC=CC=C1)OC